9-chloro-5H-benzo[b]carbazole ClC1=CC=2C(=CC=3NC4=CC=CC=C4C3C2)C=C1